1-hexadecyl-2-hexadecanoyl-sn-glycero-3-phosphocholine C(CCCCCCCCCCCCCCC)OC[C@@H](OC(CCCCCCCCCCCCCCC)=O)COP(=O)([O-])OCC[N+](C)(C)C